(R)-1-((2-chloropyridin-4-yl)methyl)pyrrolidin-3-ol cobalt tetra-nickel [Ni].[Ni].[Ni].[Ni].[Co].ClC1=NC=CC(=C1)CN1C[C@@H](CC1)O